C[C@H]1N(CCOC1)C1=NC2=C(N=CC=C2C(=C1)C1=CC=NS1)C1=CC=NN1C1OCCCC1 2-[(3R)-3-methylmorpholin-4-yl]-8-[1-(tetrahydro-2H-pyran-2-yl)-1H-pyrazol-5-yl]-4-(1,2-thiazol-5-yl)-1,7-naphthyridine